3-bromo-8-chloro-6-(trifluoromethyl)imidazo[1,2-a]pyrazine BrC1=CN=C2N1C=C(N=C2Cl)C(F)(F)F